C(C)C(C(=O)OOC(C)(CCC(C)(C)OOC(C(CCCC)CC)=O)C)CCCC 2,5-bis-(2-ethylhexanoylperoxy)-2,5-dimethylhexane